C1(CC1)N1N=CC(=C1)C1=C(C=C(C=C1)[N+](=O)[O-])S(=O)(=O)N=CN(C)C 2-(1-cyclopropyl-1H-pyrazol-4-yl)-N-[(dimethylamino)methylene]-5-nitrobenzenesulfonamide